(R)-phenylethylamine C[C@H](C1=CC=CC=C1)N